1-(3-((4'-(1,1,1,3,3,3-hexafluoro-2-hydroxypropan-2-yl)-2-methyl-[1,1'-biphenyl]-4-yl)methyl)-3,8-diazabicyclo[3.2.1]octan-8-yl)-3-methoxypropan-1-one FC(C(C(F)(F)F)(O)C1=CC=C(C=C1)C1=C(C=C(C=C1)CN1CC2CCC(C1)N2C(CCOC)=O)C)(F)F